CN1C(=NC2=C(C=C(C=C2C1=O)C)\C(\C)=N\[S@](=O)C(C)(C)C)C1(CCC1)C (R,E)-N-(1-(3,6-dimethyl-2-(1-methylcyclobutyl)-4-oxo-3,4-dihydroquinazolin-8-yl)ethylidene)-2-methylpropane-2-sulfinamide